FC1=NC=CC=C1CN(CCOCCNC(OC(C)(C)C)=O)CC1=CN(C2=CC=CC=C12)S(=O)(=O)C1=CC=CC=C1 tert-butyl (2-(2-(((2-fluoropyridin-3-yl)methyl)((1-(phenylsulfonyl)-1H-indol-3-yl)methyl)amino)ethoxy)ethyl)carbamate